C(C)(C)N1C=NC(=C1)C(=O)N1C[C@H]2C([C@H]2C1)(C1=NOC2(CC2)C1)C (1-Isopropyl-1H-imidazol-4-yl)[(1R,5S,6r)-6-methyl-6-(4-oxa-5-azaspiro[2.4]hept-5-en-6-yl)-3-azabicyclo[3.1.0]hex-3-yl]methanon